CN(C=1C=C(C=CC1)C(CCCCNC(OC(C)(C)C)=O)=O)C tert-Butyl N-[5-[3-(dimethylamino)phenyl]-5-oxo-pentyl]carbamate